FC1=C(C=C(C=C1)C1(CC2(C1)CCC2)C2=NN=CN2C)NC(=O)C=2C(N(C=C(C2)CNCCC(C)C)CC(F)(F)F)=O N-(2-fluoro-5-(2-(4-methyl-4H-1,2,4-triazol-3-yl)spiro[3.3]heptan-2-yl)phenyl)-5-((isopentylamino)methyl)-2-oxo-1-(2,2,2-trifluoroethyl)-1,2-dihydropyridine-3-carboxamide